CC1=CSC2=C1N=C(N=C2NC(=O)C=2SC(=CC2)[N+](=O)[O-])C2=CC=C(C=C2)C(F)(F)F N-(7-methyl-2-(4-(trifluoromethyl)phenyl)thieno[3,2-d]pyrimidin-4-yl)-5-nitrothiophene-2-carboxamide